ClC=1N=C(C2=C(N1)CN(CC2)C(=O)OC(C)(C)C)NCCC2=CNC1=CC=C(C=C21)OC tert-butyl 2-chloro-4-{[2-(5-methoxy-1H-indol-3-yl) ethyl] amino}-5H,6H,7H,8H-pyrido[3,4-d]pyrimidine-7-carboxylate